N-((1r,4r)-4-(2-(6-(5-((4'-cyano-2'-cyclopropyl-5-fluoro-[1,1'-biphenyl]-2-yl)oxy)pyrimidin-4-yl)-2,6-diazaspiro[3.3]heptan-2-yl)ethyl)cyclohexyl)acetamide C(#N)C1=CC(=C(C=C1)C1=C(C=CC(=C1)F)OC=1C(=NC=NC1)N1CC2(CN(C2)CCC2CCC(CC2)NC(C)=O)C1)C1CC1